1-(3-sulfopropyl)-2-vinylpyridinium hydroxide [OH-].S(=O)(=O)(O)CCC[N+]1=C(C=CC=C1)C=C